2-(2-chloro-5-methyl-1,6-dihydropyrimidin-6-yl)-8a-ethyl-7,8-dihydro-6H-thieno[2,3-a]pyrrolizin-4-one ClC=1NC(C(=CN1)C)C1=CC2=C(C3(CCCN3C2=O)CC)S1